ClC1=C(C(=O)N(COCC)C2CC2)C=C(C=C1)C=1C=NN(C1)C=1N(N=C(C1OC(F)F)C(C(F)(F)F)(C(F)(F)F)F)C 2-chloro-N-cyclopropyl-5-[1-[4-(difluoromethoxy)-2-methyl-5-[1,2,2,2-tetrafluoro-1-(trifluoromethyl)ethyl]pyrazol-3-yl]pyrazol-4-yl]-N-(ethoxymethyl)benzamide